3-methyl-8-fluoro-7-hydroxymethyl-1H-quinoxalin-2-one CC=1C(NC2=C(C(=CC=C2N1)CO)F)=O